N1(N=CC=C1)C1=CC=C(C=N1)CN1C2=NC(=NC=C2NC1=O)C1=C(C=CC=C1)C(C)C 9-((6-(1H-pyrazol-1-yl)pyridin-3-yl)methyl)-2-(2-isopropylphenyl)-7,9-dihydro-8H-purin-8-one